C(C)(=O)NCCOC1=CC=C(C=N1)CCC(=O)O.ClC1=C(C(C(=O)NC(C)C)=CC=C1)C(=O)N 3-chloro-N1-isopropyl-phthalamide 3-(6-(2-acetamidoethoxy)pyridin-3-yl)propanoate